CC1CCCN1 The molecule is a member of the class of pyrrolidines that is pyrrolidine which is substituted by a methyl group at position 2. It has a role as a plant metabolite.